C(C)C(C(=O)[O-])CCCCCCCCCC(=O)[O-] 2-ethyl-dodecanedioic acid anion